(S)-ethyl 2-(4-(3-(5-(trifluoromethyl)pyridin-2-yloxy)pyrrolidin-1-yl)biphenyl-3-yloxy)acetate FC(C=1C=CC(=NC1)O[C@@H]1CN(CC1)C1=C(C=C(C=C1)C1=CC=CC=C1)OCC(=O)OCC)(F)F